COC1=C(C=CC(=C1)CCN)O 2-methoxy-4-(2-aminoethyl)phenol